S(=O)(=O)(O)O.C(=CC)[Li] propenyl-lithium sulfate